O=C(CCCC1=C(C=CC(=C1)C(F)(F)F)/C=C/C(=O)OCC)C (E)-Ethyl 3-(2-(4-oxopentyl)-4-(trifluoromethyl)phenyl)acrylate